(1r,2s)-2-(3-{[5-(2,2-difluoroethoxy)-2-methylpyridin-4-yl]amino}-1H-indazol-6-yl)-5'-methoxyspiro[cyclopropan-1,3'-indol]-2'(1'H)-one FC(COC=1C(=CC(=NC1)C)NC1=NNC2=CC(=CC=C12)[C@@H]1C[C@@]12C(NC1=CC=C(C=C21)OC)=O)F